n-tricosanamide C(CCCCCCCCCCCCCCCCCCCCCC)(=O)N